(S)-3-(tert-butoxy)-2-((tert-butoxycarbonyl)amino)-3-oxopropyl 4-(hydroxy(phenyl)methyl)benzoate OC(C1=CC=C(C(=O)OC[C@@H](C(=O)OC(C)(C)C)NC(=O)OC(C)(C)C)C=C1)C1=CC=CC=C1